4-((R)-2-azidobut-2-yl)-6-chloro-1-(((S)-4-methyl-4-(methylsulfanyl)pent-2-yl)oxy)-2,7-naphthyridine N(=[N+]=[N-])[C@](C)(CC)C1=CN=C(C2=CN=C(C=C12)Cl)O[C@@H](C)CC(C)(SC)C